N-[(3R,5S)-1-(8-cyanoquinoxalin-5-yl)-5-methylpiperidin-3-yl]-2-methyl-2-(1-methylpiperidin-4-yl)propanamide C(#N)C=1C=CC(=C2N=CC=NC12)N1C[C@@H](C[C@@H](C1)C)NC(C(C)(C1CCN(CC1)C)C)=O